2,2,2-trifluoroacetaldehyde compound with 5-(4-(2-aminoethyl)piperazin-1-yl)-2-(2,6-dioxopiperidin-3-yl)-6-fluoroisoindoline-1,3-dione NCCN1CCN(CC1)C=1C=C2C(N(C(C2=CC1F)=O)C1C(NC(CC1)=O)=O)=O.FC(C=O)(F)F